ClC1=CC2=C(C(C3=C(N(S2(=O)=O)C)C=CC=C3)NCCCCCOC)C=C1 3-Chloro-11-((5-methoxypentyl)amino)-6-methyl-6,11-dihydrodibenzo[c,f][1,2]thiazepine 5,5-dioxide